C1(CCCCCCC1)C(NC(=O)C=1C(=NOC1)C)C1=NC2=C(N1)C=CC(=C2F)OC2CCOCC2 N-{cyclooctyl-[4-fluoro-5-(tetrahydropyran-4-yloxy)-1H-benzoimidazol-2-yl]methyl}-3-methylisoxazole-4-carboxamide